1-(5-CYANO-4-METHYLPYRIDIN-2-YL)-N-(6-METHOXY-1-METHYLINDAZOL-7-YL)PYRAZOLE-4-SULFONAMIDE C(#N)C=1C(=CC(=NC1)N1N=CC(=C1)S(=O)(=O)NC=1C(=CC=C2C=NN(C12)C)OC)C